CC[C@@H](C)[C@H]1C(=O)N(CC(=O)O[C@@H](C(=O)N[C@H](C(=O)N(CC(=O)O[C@@H](C(=O)N1)CC2=CC=CC=C2)C)[C@H](C)CC)CC3=CC=CC=C3)C The molecule is a cyclodepsipeptide isolated from the cell extract of the entomopathogenic fungus Hirsutella kobayasii BCC 1660 and exhibits antimycobacterial and antimalarial activities. It has a role as a metabolite, an antimycobacterial drug and an antimalarial. It is a cyclodepsipeptide and a macrocycle.